ClC1=CC=C2C(=CNC2=C1)S(=O)(=O)NC1=NC(=C(C(=N1)OC)OC(F)F)SC 6-chloro-N-[5-(difluoromethoxy)-4-methoxy-6-methylsulfanyl-pyrimidin-2-yl]-1H-indole-3-sulfonic acid amide